FC=1C=C(CN2C(C=3NN=C(C3C2)NC(C2=C(C=CC=C2)N2CCN(CC2)C)=O)(C)C)C=C(C1)F N-[5-(3,5-difluorobenzyl)-6,6-dimethyl-1,4,5,6-tetrahydropyrrolo[3,4-c]pyrazol-3-yl]-4-N-methylpiperazinylbenzamide